COC1=CC=C2C3=C(NC2=C1)C(=NC=C3)C3(CCCCC3)C(=O)N (7-methoxy-9H-pyrido[3,4-b]indol-1-yl)cyclohexanecarboxamide